6-hydroxy-2,2,4-trimethylhexanoic acid OCCC(CC(C(=O)O)(C)C)C